6-(5-((1-Benzylpyrrolidin-2-yl)methyl)-3-isopropyl-1H-indol-2-yl)-8-methyl-[1,2,4]triazolo[1,5-a]pyridine C(C1=CC=CC=C1)N1C(CCC1)CC=1C=C2C(=C(NC2=CC1)C=1C=C(C=2N(C1)N=CN2)C)C(C)C